C1(N=CC2(C3=CC=CC=C13)CC2)=O spiro[cyclopropane-1,4'-isoquinoline]-1'-one